3-[6-(Trifluoromethyl)-1-benzofuran-2-yl]azetidine-1-carboxylic acid tert-butyl ester C(C)(C)(C)OC(=O)N1CC(C1)C=1OC2=C(C1)C=CC(=C2)C(F)(F)F